O[C@@H](CC1CCN(CC1)C(=O)OCC1=CC=CC=C1)CO (S)-benzyl 4-(2,3-dihydroxypropyl)piperidine-1-carboxylate